2-amino-1-(3-chloro-5-methoxyphenyl)ethan-1-one hydrochloride Cl.NCC(=O)C1=CC(=CC(=C1)OC)Cl